C(C)C1=NC=NC(=C1)OC 4-ethyl-6-methoxypyrimidine